COC(C(CC(CC)=O)=O)=O 2,4-dioxo-hexanoic acid methyl ester